C(C1=CC=CC=C1)N([C@@H](CC(=O)OCC)C=1C=C(C=CC1)C1=C(C=CC=C1)C)[C@H](C)C1=CC=CC=C1 ethyl (S)-3-(benzyl((R)-1-phenylethyl)amino)-3-(2'-methylbiphenyl-3-yl)propanoate